ClC=1C=C(C(=O)NC=2OC(=C3C2C(NC(C3)=O)C3=C(C=CC(=C3)F)Cl)C(=O)NC)C=C(C1)F 3-(3-Chloro-5-fluorobenzamido)-4-(2-chloro-5-fluorophenyl)-N-methyl-6-oxo-4,5,6,7-tetrahydrofurano[3,4-c]pyridine-1-carboxamide